FC1=C(OC2=C(C=C(C=C2)S(=O)(=O)C)[N+](=O)[O-])C=CC(=C1)F 1-(2,4-difluorophenoxy)-4-methanesulfonyl-2-nitrobenzene